4-[6-(6-amino-3-pyridyl)imidazo[1,2-a]pyrazin-3-yl]-2-methoxy-phenol NC1=CC=C(C=N1)C=1N=CC=2N(C1)C(=CN2)C2=CC(=C(C=C2)O)OC